1-[4-(3-Amino-phenyl)-6-(pyridin-4-ylamino)-[1,3,5]triazin-2-yl-amino]-2-methyl-propan-2-ol NC=1C=C(C=CC1)C1=NC(=NC(=N1)NC1=CC=NC=C1)NCC(C)(O)C